4-nitro-1-(benzenesulfonyl)-1H-pyrrolo[2,3-b]Pyridine [N+](=O)([O-])C1=C2C(=NC=C1)N(C=C2)S(=O)(=O)C2=CC=CC=C2